C(#N)C=1C=C(C=C(C1C(=O)OC)OC)C1CCN(CC1)C(=O)OC(C)(C)C tert-butyl 4-(3-cyano-5-methoxy-4-methoxycarbonyl-phenyl)piperidine-1-carboxylate